FC=1C=C2C(=CC=NC2=CC1)C1CCC(CC1)[C@H](C)C1=NN=C(N1)C1=CC(=CC=C1)F 6-fluoro-4-((1S,4s)-4-((R)-1-(5-(3-fluorophenyl)-4H-1,2,4-triazol-3-yl)ethyl)cyclohexyl)quinoline